ClC1=C(C=C(N)C=C1)[C@H]1[C@H](CC1)C(F)F 4-chloro-3-(cis-2-(difluoromethyl)cyclobutyl)aniline